5-[7-[[5-[3-(hydroxymethyl)azetidine-1-carbonyl]-2-pyridinyl]amino]-3-methyl-imidazo[4,5-b]pyridin-5-yl]oxy-4-methyl-pyridine-2-carbonitrile OCC1CN(C1)C(=O)C=1C=CC(=NC1)NC1=C2C(=NC(=C1)OC=1C(=CC(=NC1)C#N)C)N(C=N2)C